4-(4-Aminophenoxy)-N-phenylethylpyridine-2-carboxamide NC1=CC=C(OC2=CC(=NC=C2)C(=O)NCCC2=CC=CC=C2)C=C1